O1C=NC2=C1C=C(C=C2)CN2C(C=1N(CC2)N=C2C1CN([C@@H](C2)C)C(=O)C=2C=CC(=C(C#N)C2)Cl)=O (R)-5-(9-(Benzo[d]oxazol-6-ylmethyl)-3-methyl-10-oxo-1,2,3,4,7,8,9,10-octahydropyrido[4',3':3,4]pyrazolo[1,5-a]pyrazine-2-carbonyl)-2-chlorobenzonitrile